C1(CCCCC1)N1C[C@@]([C@@H](C1)C1=CC=C(C=C1)OC)(F)C(=O)N1C[C@@H](C[C@H]1COC)C1=C(C=C(C=C1)C(F)(F)F)N1CCC(CC1)C(=O)O 1-{2-[(3S,5S)-1-{[(3R,4R)-1-cyclohexyl-3-fluoro-4-(4-methoxyphenyl)pyrrolidin-3-yl]carbonyl}-5-(methoxymethyl)pyrrolidin-3-yl]-5-(trifluoromethyl)phenyl}piperidine-4-carboxylic acid